methyl 5-bromo-2-[(1S)-2-(tert-butoxycarbonylamino)-1-methyl-ethyl]pyrazole-3-carboxylate BrC=1C=C(N(N1)[C@H](CNC(=O)OC(C)(C)C)C)C(=O)OC